3-(2-hydroxypropoxy)-1,2-propanediol OC(COCC(CO)O)C